1,2,3,4-tetrahydro-2,6-naphthyridine-3-carboxylic acid C1NC(CC2=CN=CC=C12)C(=O)O